FC(S(=O)(=O)[O-])(F)F.C1(=CC=C(C=C1)[I+]C1=C(C=C(C=C1C)C)C)C (4-tolyl)(2,4,6-trimethylphenyl)iodonium trifluoromethanesulfonate